butylene glycol diethylhexanoate C(C)C(C(=O)OCCCCO)(CCCC)CC